[Se].[Sb].[Zn] Zinc Antimony Selenium